ClC1=C(C=C2C(=NC(N3C2=C1SC[C@H](C3)N3C(C=CC=C3)=O)=O)O)C(F)(F)F (S)-11-chloro-8-hydroxy-3-(2-oxopyridin-1(2H)-yl)-10-(trifluoromethyl)-3,4-dihydro-[1,4]thiazepino[2,3,4-ij]quinazolin-6(2H)-one